FC([S@@](=O)(=N)C1=C(C(=O)NCC2=NC=C3C=CC(=NC3=C2)C2=NC(=CC=C2)N2C[C@@H](O[C@@H](C2)C)C)C=CC=C1)F ((R)-S-(difluoromethyl)sulfonimidoyl)-N-((2-(6-((cis)-2,6-dimethylmorpholino)pyridin-2-yl)-1,6-naphthyridin-7-yl)methyl)benzamide